BrC=1C=CC2=C(N(C(N2CC)=O)C=2SC(=NN2)C(F)F)C1 6-bromo-1-[5-(difluoromethyl)-1,3,4-thiadiazol-2-yl]-3-ethyl-2-oxo-benzimidazol